C(C1=CC=NC=C1)(=O)N1CC2(C1)C=C(C(C(C2)(C)C)=O)C#N 2-isonicotinoyl-8,8-dimethyl-7-oxo-2-azaspiro[3.5]non-5-ene-6-carbonitrile